CN1N=C(C(=C1)C)NC1=CSC=2C1=NC(=CC2)C2=CC=NC=C2 N-(1,4-dimethyl-1H-pyrazol-3-yl)-5-(pyridin-4-yl)thieno[3,2-b]pyridin-3-amine